2,6-difluoro-N-(4-(2-(4-fluorophenyl)but-3-yn-2-yl)thiazol-2-yl)-3-(piperazin-1-yl)benzamide FC1=C(C(=O)NC=2SC=C(N2)C(C)(C#C)C2=CC=C(C=C2)F)C(=CC=C1N1CCNCC1)F